N-methylcyclobutan-1-amine CNC1CCC1